[(1S)-1-[5-[2-[[4-[[5-chloro-4-[6-[(4-cyanotetrahydropyran-4-yl)methylamino]-2-pyridyl]-2-pyridyl]amino]cyclohexyl]amino]propoxymethyl]tetrazol-2-yl]ethyl] ethyl carbonate C(O[C@@H](C)N1N=C(N=N1)COCC(C)NC1CCC(CC1)NC1=NC=C(C(=C1)C1=NC(=CC=C1)NCC1(CCOCC1)C#N)Cl)(OCC)=O